1-(4-((4-amino-7-isopropyl-5-(6-phenoxypyridin-3-yl)-7H-pyrrolo[2,3-d]pyrimidin-6-yl)ethynyl)-piperidin-1-yl)prop-2-en-1-one NC=1C2=C(N=CN1)N(C(=C2C=2C=NC(=CC2)OC2=CC=CC=C2)C#CC2CCN(CC2)C(C=C)=O)C(C)C